(3-propargyloxy-2-((propargyloxy) methyl) propyl) difluorophosphite P(OCC(COCC#C)COCC#C)(F)F